(R)-8-(4-(bis(4-fluorophenyl)methyl)-3-isopropylpiperazin-1-yl)-5-methyl-6-oxo-5,6-dihydro-1,5-naphthyridine-2-carbonitrile FC1=CC=C(C=C1)C(N1[C@@H](CN(CC1)C1=CC(N(C=2C=CC(=NC12)C#N)C)=O)C(C)C)C1=CC=C(C=C1)F